BrC1=C2OCC(N3C(=NC(C(=C1)F)=C32)C(C)(C)O)C 2-(6-bromo-8-fluoro-3-methyl-3,4-dihydro-5-oxa-1,2a-diazaacenaphthylen-2-yl)propan-2-ol